prop-2-enoic acid methylpropyl ester CC(CC)OC(C=C)=O